bipyridyl-amidoiron N1=C(C(=CC=C1)C(=O)N[Fe])C1=NC=CC=C1